Natrium Triflate [O-]S(=O)(=O)C(F)(F)F.[Na+]